4,6-Difluoro-3-[4-(4-propylcyclohexyl)cyclohexyl]-7-(trifluoromethyl)dibenzothiophene FC1=C(C=CC2=C1SC1=C2C=CC(=C1F)C(F)(F)F)C1CCC(CC1)C1CCC(CC1)CCC